CN(C1=CC=C(CNCCNCC2=CC=C(C=C2)N(C)C)C=C1)C N,N'-Di(4-(Dimethylamino)benzyl)-1,2-ethan-diamin